4-(4-cyclopropyl-1-methyl-1H-imidazol-2-yl)phenyl trifluoromethanesulfonate FC(S(=O)(=O)OC1=CC=C(C=C1)C=1N(C=C(N1)C1CC1)C)(F)F